Cl.F[C@@H]1[C@@H](C1)NC(=O)C1=CN=C2N1N=C(C=C2NC)NC2=CC(=CC=C2)N2CCNCC2 N-[(1R,2S)-2-fluorocyclopropyl]-8-(methylamino)-6-{[3-(piperazin-1-yl)phenyl]amino}imidazo[1,2-b]pyridazine-3-carboxamide hydrochloride